6-fluoro-2-(2-(5-nitrofuran-2-yl)vinyl)quinoline FC=1C=C2C=CC(=NC2=CC1)C=CC=1OC(=CC1)[N+](=O)[O-]